rac-Methyl 5-bromo-2-(4-((tert-butoxycarbonyl)amino)-3-methylbutoxy)-4-fluorobenzoate BrC=1C(=CC(=C(C(=O)OC)C1)OCC[C@H](CNC(=O)OC(C)(C)C)C)F |r|